5-methyl-pyridine-2-sulfonic acid N-{6-(2-hydroxy-ethoxy)-5-(2-methoxy-phenoxy)-2-[2-(1H-tetrazol-5-yl)-pyridin-4-yl]-pyrimidin-4-yl}-amide disodium salt [Na].[Na].OCCOC1=C(C(=NC(=N1)C1=CC(=NC=C1)C1=NN=NN1)NS(=O)(=O)C1=NC=C(C=C1)C)OC1=C(C=CC=C1)OC